3-[2-(ethylamino)-1-hydroxyethyl]phenol C(C)NCC(O)C=1C=C(C=CC1)O